tert-butyl 4-((2-oxopropanoyl)oxy)but-2-enoate O=C(C(=O)OCC=CC(=O)OC(C)(C)C)C